3-(2-formylhydrazine-1-carbonyl)azetidine-1-carboxylic acid tert-butyl ester C(C)(C)(C)OC(=O)N1CC(C1)C(=O)NNC=O